1-(2-((1R,3S,5R)-3-((6-bromo-3-methylpyridin-2-yl)carbamoyl)-5-methyl-2-azabicyclo[3.1.0]hexan-2-yl)-2-oxoethyl)-5-(2-methylpyrimidin-5-yl)-1H-pyrazolo[3,4-c]pyridine-3-carboxamide BrC1=CC=C(C(=N1)NC(=O)[C@H]1N([C@@H]2C[C@@]2(C1)C)C(CN1N=C(C=2C1=CN=C(C2)C=2C=NC(=NC2)C)C(=O)N)=O)C